NC([C@H](CCC(=O)OC)N1C(C2=CC=CC(=C2C1)O[Si](C)(C)C(C)(C)C)=O)=O methyl (S)-5-amino-4-(4-((tert-butyldimethylsilyl)oxy)-1-oxoisoindolin-2-yl)-5-oxopentanoate